methyl-ethynyl ether COC#C